BrC1=CC=CC(=N1)C1=CN=C2N1C=C(N=C2)C2(CC2)C(F)(F)F 3-(6-bromo-2-pyridyl)-6-[1-(trifluoromethyl)cyclopropyl]imidazo[1,2-a]pyrazine